O=C(C(=O)OCC=C)CC(=O)OCC=C bis(prop-2-enyl) 2-oxobutanedioate